4-azidobutanoic acid N(=[N+]=[N-])CCCC(=O)O